FC=1C(=C(C=CC1F)[C@@H]1[C@@H](O[C@@]([C@@H]1C)(C)C(F)F)C(=O)NC1=CC(=NC=C1)C(=O)N)OC (2R,3R,4R,5R)-4-[[3-(3,4-difluoro-2-methoxy-phenyl)-5-(difluoromethyl)-4,5-dimethyl-tetrahydrofuran-2-carbonyl]amino]pyridine-2-carboxamide